6-(5-(3-chlorophenyl)-1,3,4-thiadiazol-2-yl)-2-((3-methylisoxazol-5-yl)methyl)pyridazin-3(2H)-one ClC=1C=C(C=CC1)C1=NN=C(S1)C=1C=CC(N(N1)CC1=CC(=NO1)C)=O